ClC1=CC=CC(=N1)CCOCC=1C(=NC=C(C1)OC)C#CC=1N=C(C2=CN=C(C=C2C1)N)NC [2-[3-[2-(6-chloro-2-pyridyl)ethoxymethyl]-5-methoxy-2-pyridyl]ethynyl]-N1-methyl-2,7-naphthyridine-1,6-diamine